N2-(((9H-fluoren-9-yl)methoxy)carbonyl)-N5-(methylsulfonyl)-L-glutamine C1=CC=CC=2C3=CC=CC=C3C(C12)COC(=O)N[C@@H](CCC(NS(=O)(=O)C)=O)C(=O)O